3-methoxy-5-methylbenzene COC=1C=CC=C(C1)C